bis(2-octyl-dodecyl)-2,7-bis(tributylstannyl)anthra[1,2-b:5,6-b']dithiophene-4,10-dicarboxylate C(CCCCCCC)C(COC(=O)C1=CC2=CC3=C(C=C(C4=C3S(C=C4)[Sn](CCCC)(CCCC)CCCC)C(=O)OCC(CCCCCCCCCC)CCCCCCCC)C=C2C=2SC(=CC21)[Sn](CCCC)(CCCC)CCCC)CCCCCCCCCC